N-(3-((2,6-dioxopiperidin-3-yl)amino)phenyl)-2-(piperazin-1-yl)acetamide hydrochloride Cl.O=C1NC(CCC1NC=1C=C(C=CC1)NC(CN1CCNCC1)=O)=O